2-[(methylsulfonyl)(2-thienylmethyl)amino]-N,N-bis(2-thienylmethyl)ethanesulfonamide CS(=O)(=O)N(CCS(=O)(=O)N(CC=1SC=CC1)CC=1SC=CC1)CC=1SC=CC1